7-Bromo-6-chloro-5-(2,6-difluorophenyl)-1,3-dihydro-1,4-benzodiazepine BrC=1C=CC2=C(C(=NCCN2)C2=C(C=CC=C2F)F)C1Cl